NC=1C=CC(=C(C(=O)O)C1)Br 5-Amino-2-bromobenzoic acid